1-Phenyl-2-(phenylamino)ethan-1-one C1(=CC=CC=C1)C(CNC1=CC=CC=C1)=O